C(C(C)(C)C)(=O)OC[C@@H]1[C@H]([C@@H]([C@H]([C@H](OC2=C(C=CC(=C2)CO)CC2=CC=C(C=C2)CC)O1)O)O)O 2-(4-ethylbenzyl)-5-hydroxymethylphenyl 6-O-pivaloyl-β-D-glucopyranoside